(2,4-dimethylphenyl)-2-(6-chloropyridin-2-yl)-5,6,7,8-tetrahydrophthalazin-1(2H)-one CC1=C(C=CC(=C1)C)C1=NN(C(C=2CCCCC12)=O)C1=NC(=CC=C1)Cl